FC(OC#N)(OC#N)OC#N fluorocarbon cyanate